[Si](C1=CC=CC=C1)(C1=CC=CC=C1)(C(C)(C)C)OCC1CCC(CC1)OCC(=O)OCC 2-Ethyl 2-(((1r,4r)-4-(((tert-butyldiphenylsilyl)oxy)methyl)cyclohexyl)oxy)acetate